FC1=C(C=C(C=C1)F)S(=O)(=O)NC=1SC=CN1 2,5-difluoro-N-(thiazol-2-yl)-benzenesulfonamide